3-[4-(Trifluoromethyl)phenyl]cyclobutan-1-one FC(C1=CC=C(C=C1)C1CC(C1)=O)(F)F